ethyl 4-oxo-4,5,6,7-tetrahydropyrazolo[1,5-a]pyrazine-2-carboxylate O=C1C=2N(CCN1)N=C(C2)C(=O)OCC